N1CC(C1)C(C)=O 1-(azetidine-3-yl)ethan-1-one